(R)-2-(5-(3-((tert-butoxycarbonyl)(cyclopropylmethyl)amino)piperidin-1-yl)pyridin-2-yl)-2-methylpropanoic acid C(C)(C)(C)OC(=O)N([C@H]1CN(CCC1)C=1C=CC(=NC1)C(C(=O)O)(C)C)CC1CC1